C(C)N1N=C2C(=NN(C(C2=C1)=O)CC(=O)NC1=NC=CC=N1)CC 2-(2,7-Diethyl-4-oxo-pyrazolo[3,4-d]pyridazin-5-yl)-N-pyrimidin-2-yl-acetamide